Tetrahydropyrimidin-2-one N1C(NCCC1)=O